N1(CCCCC1)C(C)N1CCCCC1 dipiperidinylethane